[K].C1CCC2=C(C=3CCCC3C=C12)NC(=O)NS(=O)(=O)C1=NC=CN=C1OC N-((1,2,3,5,6,7-Hexahydro-s-indacen-4-yl)carbamoyl)-3-methoxypyrazine-2-sulfonamide, Potassium Salt